BrC1=CC(=CC=C1)SCC(OCC)OCC 1-bromo-3-(2,2-diethoxy-ethylthio)-benzene